3-(8-(2,5-dimethyl-3-oxo-2,3-dihydropyridazin-4-yl)imidazo[1,2-a]pyridin-5-yl)propionic acid CN1N=CC(=C(C1=O)C=1C=2N(C(=CC1)CCC(=O)O)C=CN2)C